Methyl (S)-2-((4-(2-((4-cyano-2-fluorobenzyl)oxy)pyrimidin-4-yl)piperidin-1-yl)methyl)-4-(1-methyl-1H-pyrazol-3-yl)-1-(oxetan-2-ylmethyl)-1H-benzo[d]imidazole-6-carboxylate C(#N)C1=CC(=C(COC2=NC=CC(=N2)C2CCN(CC2)CC2=NC3=C(N2C[C@H]2OCC2)C=C(C=C3C3=NN(C=C3)C)C(=O)OC)C=C1)F